2-[7-[[6-(trifluoromethyl)-3-pyridinyl]methyl]-2,7-diazaspiro[3.4]octane-2-carbonyl]-2,5-diazaspiro[3.4]octane-6-one FC(C1=CC=C(C=N1)CN1CCC2(CN(C2)C(=O)N2CC3(C2)NC(CC3)=O)C1)(F)F